bis(1-ethyl-2-methyl-1H-indol-3-yl)-2-thienylmethane C(C)N1C(=C(C2=CC=CC=C12)C(C=1SC=CC1)C1=C(N(C2=CC=CC=C12)CC)C)C